ClC=1C=CC2=C(O[C@H](CO2)COC2=CC=C(C=C2)C(CC(=O)O)C2=CN=NN2C)C1 3-(4-(((S)-7-chloro-2,3-dihydrobenzo[b][1,4]dioxin-2-yl)methoxy)phenyl)-3-(1-methyl-1H-1,2,3-triazol-5-yl)propionic acid